[Cl-].C(CCC)[N+](C)(CCCC)CCCC tri-butyl-methyl-ammonium chloride